CCCCC=CCCCCC 5-Undecen